[NH2+]1CCCCC1.C(C1=CC=CC=C1)[C@@H](C(=O)N(C)C)NC([O-])=O N-[(1S)-1-benzyl-2-(dimethylamino)-2-oxo ethyl]carbamate piperidinium salt